4-(2,3-dimethoxyphenyl)-7-[(5-piperazin-1-yl-2-pyridyl)amino]-2,3-dihydropyrrolo[3,4-c]pyridin-1-one COC1=C(C=CC=C1OC)C1=NC=C(C2=C1CNC2=O)NC2=NC=C(C=C2)N2CCNCC2